C1(CC1)C=1C=NN(C1)C1C(CC1)C=1NC(C2=C(N1)N(N=C2C#N)[C@@H](C)C=2C=NC(=CC2)C(F)(F)F)=O 6-(2-(4-Cyclopropyl-1H-pyrazol-1-yl)cyclobutyl)-4-oxo-1-((S)-1-(6-(trifluoromethyl)pyridin-3-yl)ethyl)-4,5-dihydro-1H-pyrazolo[3,4-d]pyrimidin-3-carbonitril